rac-ethyl 3-(((benzyloxy)carbonyl)amino)spiro[bicyclo[2.2.1]heptane-2,1'-cyclohexane]-3'-carboxylate C(C1=CC=CC=C1)OC(=O)NC1C2CCC(C2)C12CC(CCC2)C(=O)OCC